NC1=CC=C(C=C1)C(=N)NC(OCC)=O ethyl ((4-aminophenyl)(imino)methyl)carbamate